2-[3'-(9,9-dimethyl-9H-fluoren-2-yl)-biphenyl-3-yl]-4,6-diphenyl-1,3,5-triazine CC1(C2=CC=CC=C2C=2C=CC(=CC12)C=1C=C(C=CC1)C1=CC(=CC=C1)C1=NC(=NC(=N1)C1=CC=CC=C1)C1=CC=CC=C1)C